C(#N)[C@@H](C[C@@H]1C(NCCC1)=O)NC(=O)[C@H]1N([C@H]2CC([C@@H]1CC2)(F)F)C([C@@H](CC(C)C)NC(C(F)(F)F)=O)=O (1R,3S,4R)-N-[(1R)-1-cyano-2-[(3R)-2-oxo-3-piperidyl]ethyl]-5,5-difluoro-2-[(2R)-4-methyl-2-[(2,2,2-trifluoroacetyl)amino]pentanoyl]-2-azabicyclo[2.2.2]octane-3-carboxamide